(E)-7-(3-(4-methoxybenzylidene)-2,5-dioxopyrrolidinyl)heptanoic acid ethyl ester C(C)OC(CCCCCCN1C(/C(/CC1=O)=C/C1=CC=C(C=C1)OC)=O)=O